FCCCN(CC[C@@H](C(=O)O)NC1=NC=NC(=C1)C1=CC=CC=C1)CCCCC1=NC=2NCCCC2C=C1 (S)-4-((3-fluoropropyl)(4-(5,6,7,8-tetrahydro-1,8-naphthyridin-2-yl)butyl)amino)-2-((6-phenylpyrimidin-4-yl)amino)butanoic acid